ClCC1=CC=C(C=C1)NC(=O)NC1=CC(=CC=C1)Br 1-(4-(chloromethyl)phenyl)-3-(3-bromophenyl)urea